2-[(decyloxy)methyl]-2,3-dihydro-thieno[3,4-b]-1,4-dioxin C(CCCCCCCCC)OCC1COC=2C(O1)=CSC2